4-(benzoxazolin-2-one-5-yl)-N2-[2-((1S,4S)-5-methyl-2,5-diazabicyclo[2.2.1]hept-2-yl)pyridin-5-yl]-5-methylpyrimidine-2,4-diamine O1C(NC2=C1C=CC(=C2)C2(NC(=NC=C2C)NC=2C=CC(=NC2)N2[C@@H]1CN([C@H](C2)C1)C)N)=O